O=C1NC(CCC1N1C(C2=CC=C(C=C2C1=O)N1CCC(CC1)C1=C(C=C(C(=O)N)C=C1)F)=O)=O 4-{1-[2-(2,6-dioxo-3-piperidyl)-1,3-dioxo-5-isoindolinyl]-4-piperidyl}-3-fluorobenzamide